N-(4-(((8-(1,3-dimethyl-1H-indazol-5-yl)-2,7-dimethylpyrazolo[1,5-a][1,3,5]triazin-4-yl)amino)methyl)phenyl)methanesulfonamide CN1N=C(C2=CC(=CC=C12)C=1C(=NN2C1N=C(N=C2NCC2=CC=C(C=C2)NS(=O)(=O)C)C)C)C